(S)-2-Amino-3-(1H-indol-3-yl)-propionic acid N[C@H](C(=O)O)CC1=CNC2=CC=CC=C12